FC(S[C@]1([C@H]([C@H]([C@@H](O1)N1C(=O)NC(=O)C=C1)O)O)CO)(F)F C4'-trifluoromethylthio-uridine